CC(CC1=NN=CO1)(C)C 5-(2,2-dimethylpropyl)-1,3,4-oxadiazole